4-(2-(3-Bromophenoxy)ethyl)morpholine BrC=1C=C(OCCN2CCOCC2)C=CC1